3-(5-(4-(dimethoxymethyl)piperidin-1-yl)pyridin-2-yl)piperidine-2,6-dione COC(C1CCN(CC1)C=1C=CC(=NC1)C1C(NC(CC1)=O)=O)OC